Cl.COC1=CC(=NC=N1)O[C@@H]1C[C@@H](N(C1)C(C1=CN=C(S1)N)([2H])[2H])C 5-(((2S,4R)-4-((6-methoxypyrimidin-4-yl)oxy)-2-methylpyrrolidin-1-yl)methyl-d2)thiazol-2-amine hydrochloride salt